(1R,2S)-2-(((TERT-BUTYLDIPHENYLSILYL)OXY)METHYL)CYCLOPROPANECARBALDEHYDE [Si](C1=CC=CC=C1)(C1=CC=CC=C1)(C(C)(C)C)OC[C@@H]1[C@@H](C1)C=O